ClC=1C(=NC=CC1)C(=O)NN 3-chloro-2-pyridinecarbohydrazide